3-(2-chloro-4'-((1-methyl-1H-imidazol-4-yl)methoxy)-[1,1'-biphenyl]-3-yl)piperidine-2,6-dione ClC1=C(C=CC=C1C1C(NC(CC1)=O)=O)C1=CC=C(C=C1)OCC=1N=CN(C1)C